Cl.ClC1=C(C=CC=C1F)C1CCNCC1 4-(2-chloro-3-fluorophenyl)piperidine hydrochloride